FC=1C=C(C#N)C=CC1[C@H](C)OC1=CC=C2CCNCC2=C1 (S)-3-fluoro-4-(1-((1,2,3,4-tetrahydroisoquinolin-7-yl)oxy)ethyl)benzonitrile